FC(C(O)(S)S)(C(F)(F)F)F perfluoro-dimercaptopropanol